C(CC)OC1=CC=C(C2=CC=CC=C12)[S+]1CCCC1 1-(4-n-propoxynaphthyl)tetrahydrothiophenium